C(CCCCCCC\C=C/C\C=C/CCCCC)(=O)OC(CO)COC(CCCCCCC\C=C/CCCCCCCC)=O 2-linoleoyl-3-oleoyl-glycerol